[F-].C(CCCC)[N+](CCCCC)(CCCCC)CCCCC tetrapentyl-ammonium fluoride